3-bromo-5-(1,1-diphenylethyl)iodobenzene BrC=1C=C(C=C(C1)C(C)(C1=CC=CC=C1)C1=CC=CC=C1)I